C1(CC1)C1=CC(=NN1)NC1=NC(=NC=C1)NC1CC2(CN(C2)C)C1 N4-(5-cyclopropyl-1H-pyrazol-3-yl)-N2-(2-methyl-2-azaspiro[3.3]heptan-6-yl)pyrimidine-2,4-diamine